pyrenediazonium C1(=CC=C2C=CC3=CC=CC4=CC=C1C2=C34)[N+]#N